[Si](C)(C)(C(C)(C)C)OCC1=C(C=CC=C1)C(\C=C\C1=CC(=CC(=C1)C(F)(F)F)O)=O (E)-1-(2-((tert-butyldimethylsilyloxy)methyl)phenyl)-3-(3-hydroxy-5-(trifluoromethyl)phenyl)prop-2-en-1-one